2-(5-chloro-2-(dibenzo[b,d]thiophen-4-yl)phenyl)-4,6-diphenyl-1,3,5-triazine ClC=1C=CC(=C(C1)C1=NC(=NC(=N1)C1=CC=CC=C1)C1=CC=CC=C1)C1=CC=CC2=C1SC1=C2C=CC=C1